N-[2-amino-5-(4-fluorophenyl)phenyl]-4-[(4-cyclopropyl-3-pyridyl)sulfonyl]benzamide benzyl-3-bromo-4-hydroxy-2,5,6-trimethylbenzoate C(C1=CC=CC=C1)OC(C1=C(C(=C(C(=C1C)C)O)Br)C)=O.NC1=C(C=C(C=C1)C1=CC=C(C=C1)F)NC(C1=CC=C(C=C1)S(=O)(=O)C=1C=NC=CC1C1CC1)=O